C(C)(C)(C)P(N1C=CC2=CC=CC=C12)CC1=C(C=CC=C1)CP(N1C=CC2=CC=CC=C12)C(C)(C)C 1,2-bis((tert-butyl-(1H-indol-1-yl)phosphino)methyl)benzene